NC1=NN(C2=C(C=C(C(=C12)OC1=C(C=CC(=C1)F)Cl)NC(C1=CC(=CC(=C1)C(F)(F)F)F)=O)C#CC1(CC1)O)C N-(3-amino-4-(2-chloro-5-fluorophenoxy)-7-((1-hydroxycyclopropyl)ethynyl)-1-methyl-1H-indazol-5-yl)-3-fluoro-5-(trifluoromethyl)benzamide